hexacarboxyhexasulfobenzene C(=O)(O)C1(C(C(C(C(C1(S(=O)(=O)O)C(=O)O)(S(=O)(=O)O)C(=O)O)(S(=O)(=O)O)C(=O)O)(S(=O)(=O)O)C(=O)O)(S(=O)(=O)O)C(=O)O)S(=O)(=O)O